C(C)C(C(=O)[O-])CCCC.[Ba+2].C(C)C(C(=O)[O-])CCCC Barium(II) 2-ethylhexanoate